C(C)N1C2=CC=CC=C2C=2C=C(C=CC12)N1N=NC(=C1C1=CC=CC=C1)C(O)C1=CC(=CC=C1)OC (1-(9-ethyl-9H-carbazol-3-yl)-5-phenyl-1H-1,2,3-triazol-4-yl)(3-methoxyphenyl)methanol